(E)-4-(ethyl-(methyl)amino)but-2-ene hydrochloride Cl.C(C)N(C/C=C/C)C